C(C)(C)(C)OC(=O)NC1=C(SC=C1)C=1C=C(C=CC1)C1=CC=C(C=C1)CN([C@H](C(=O)O)C1=CC=CC=C1)C (S)-2-(((3'-(3-((tert-butoxycarbonyl)amino)thiophen-2-yl)-[1,1'-biphenyl]-4-yl)methyl)(methyl)amino)-2-phenylacetic acid